N-(2-(2-oxa-5-azabicyclo[4.1.0]heptan-5-yl)pyrimidin-4-yl)-3-(2-fluoro-4-methoxyphenyl)isoxazol-5-amine C12OCCN(C2C1)C1=NC=CC(=N1)NC1=CC(=NO1)C1=C(C=C(C=C1)OC)F